COC=1C=C(C=NC1)NC(=O)C=1C=C(C=CC1)N1N=C(C=2CCCC(C12)OC1=CC=C(C(=O)OC(C)(C)C)C=C1)C(F)(F)F tert-Butyl 4-[[1-[3-[(5-methoxy-3-pyridyl) carbamoyl]phenyl]-3-(trifluoromethyl)-4,5,6,7-tetrahydroindazol-7-yl]oxy]benzoate